benzyl (S)-2-acetamido-4-methylpentanoate C(C)(=O)N[C@H](C(=O)OCC1=CC=CC=C1)CC(C)C